ClC=1C=CC2=C(N(C3=C(CC2)C=CC=C3)CCCCNC(C(=O)[O-])=CC)C1 [4-(3-chloro-10,11-dihydro-dibenzo[b,f]azepin-5-yl)butylamino]but-2-enoate